(R)-1-((2',6-bis(difluoromethyl)-[2,4'-bipyridin]-5-yl)oxy)-2,4-dimethylpentan-2-amine FC(C1=NC=CC(=C1)C1=NC(=C(C=C1)OC[C@@](CC(C)C)(N)C)C(F)F)F